(S)-N-(5-methyl-4-oxo-7-(8-oxa-2-azaspiro[4.5]decan-2-yl)-2,3,4,5-tetrahydrobenzo[b][1,4]oxazepin-3-yl)-4-phenoxypicolinamide CN1C2=C(OC[C@@H](C1=O)NC(C1=NC=CC(=C1)OC1=CC=CC=C1)=O)C=CC(=C2)N2CC1(CC2)CCOCC1